FC(C1=NN(C=C1)C1=NC=CC=N1)F 3-(difluoromethyl)-1-(pyrimidin-2-yl)-1H-pyrazol